FC1=CC(=C(C=C1)O)[C@@H]1N(C[C@H](C1)F)C=1C=CC=2N(N1)C(=CN2)C2=NC=NC(=C2)CO 4-fluoro-2-((2R,4S)-4-fluoro-1-(3-(6-(hydroxymethyl)pyrimidin-4-yl)imidazo[1,2-b]pyridazin-6-yl)pyrrolidin-2-yl)phenol